(S)-2-(8-(5-(1-(7-azaspiro[3.5]nonan-2-yl)piperidin-4-yl)pyrimidin-2-yl)-6,6a,7,8,9,10-hexahydro-5H-pyrazino[1',2':4,5]pyrazino[2,3-c]pyridazin-2-yl)phenol C1C(CC12CCNCC2)N2CCC(CC2)C=2C=NC(=NC2)N2C[C@H]1N(C=3C(=NN=C(C3)C3=C(C=CC=C3)O)NC1)CC2